3-Isopropyl-6-(4,4,5,5-tetramethyl-1,3,2-dioxaborolan-2-yl)-[1,2,4]triazolo[4,3-a]pyridine C(C)(C)C1=NN=C2N1C=C(C=C2)B2OC(C(O2)(C)C)(C)C